1-Chloro-2-(2,2-diethoxyethoxy)-4-fluorobenzene ClC1=C(C=C(C=C1)F)OCC(OCC)OCC